3-(3-((tert-butyl-dimethylsilyl)oxy)prop-1-en-2-yl)-5-(3-ethoxy-5-fluoro-4-methoxyphenyl)pyridine [Si](C)(C)(C(C)(C)C)OCC(=C)C=1C=NC=C(C1)C1=CC(=C(C(=C1)F)OC)OCC